2-(2,4-dimethylphenoxy)-1-(4-(5-(trifluoromethyl)-1,2,4-oxadiazol-3-yl)phenyl)ethan-1-one CC1=C(OCC(=O)C2=CC=C(C=C2)C2=NOC(=N2)C(F)(F)F)C=CC(=C1)C